2,6-bis-benzyloxypyridine-3-boronic acid pinacol ester C(C1=CC=CC=C1)OC1=NC(=CC=C1B1OC(C)(C)C(C)(C)O1)OCC1=CC=CC=C1